3-(3-Chloro-10,11-dihydro-5H-dibenzo[b,f]azepin-5-yl)propan-1-amine ClC=1C=CC2=C(N(C3=C(CC2)C=CC=C3)CCCN)C1